CC1(CC(C1)=O)C DIMETHYLCYCLOBUTANONE